CC=1C(=NC=CC1)C=1C=C(SC1)C(=O)NC1=CC(=CC=C1)NS(=O)(=O)C 4-(3-methylpyridin-2-yl)-N-(3-(methylsulfonamido)phenyl)thiophene-2-carboxamide